N-((1R,3R)-3-hydroxycyclobutyl)thiazole-2-carboxamide OC1CC(C1)NC(=O)C=1SC=CN1